5-piperazin-1-ylsulfonylquinolin-8-ol N1(CCNCC1)S(=O)(=O)C1=C2C=CC=NC2=C(C=C1)O